(R)-1-(2-(trifluoromethyl)pyrimidin-5-yl)ethane-1-amine hydrochloride Cl.FC(C1=NC=C(C=N1)[C@@H](C)N)(F)F